bianthracenol C=1(C(=CC=C2C=C3C=CC=CC3=CC12)O)C1=CC=CC2=CC3=CC=CC=C3C=C12